tert-butyl (2-((4-(6-((cis)-2,6-dimethyltetrahydro-2H-pyran-4-yl)pyridin-2-yl)thiazol-2-yl)amino)-2-oxoethyl)carbamate CC1OC(CC(C1)C1=CC=CC(=N1)C=1N=C(SC1)NC(CNC(OC(C)(C)C)=O)=O)C